ClC=1C=C(C=NC1Cl)NC(=O)[C@H]1[C@H]2C[C@H]([C@@H]([C@@H]1C1=CC(=NC=C1)C)O2)F (1R,2R,3S,4R,5R)-N-(5,6-dichloropyridin-3-yl)-5-fluoro-3-(2-methylpyridin-4-Yl)-7-oxabicyclo[2.2.1]Heptane-2-carboxamide